Z-13-octadecene CCCCCCCCCCCC\C=C/CCCC